diethylcyclopropane-1,2-dicarboxamide C(C)C1(C(C1)(C(=O)N)CC)C(=O)N